triethyleneglycol monomethyl ether monomesylate S(C)(=O)(=O)OCCOCCOCCOC